N1N=CC(=C1)NC=1C=C(CNCCCCOCCNC2=C3C=NNC3=CC(=C2)C=2C=C(N=NC2)O)C=C(C1)Cl 5-(4-((2-(4-((3-((1H-pyrazol-4-yl)amino)-5-chlorobenzyl)amino)butoxy)ethyl)amino)-1H-indazol-6-yl)pyridazin-3-ol